CC=1C=CC2=C(N=CO2)C1 5-methylbenzo[d]oxazol